C1CCC2=NC=3C=CC=CC3C(N21)=O 2,3-dihydropyrrolo[2,1-b]quinazolin-9(1H)-one